CN1C(CCC2=CC(=CC=C12)C=1C=C(C=NC1)CNC(=O)C1=NC=C(N=C1)C)=O 5-Methyl-pyrazine-2-carboxylic acid [5-(1-methyl-2-oxo-1,2,3,4-tetrahydro-quinolin-6-yl)-pyridin-3-ylmethyl]-amide